C(C)(C)C1=C(N)C(=CC=C1)C(C)C 2,6-Diisopropyl-aniline